C1(CCCCC1)CN1N=CC(=C1C)C=1C(=NC(=CC1)N(C=1N=NC(=C(C1)C)NC=1SC2=NC=CC=C2N1)C)C(=O)NS(=O)(=O)CCCCCC(=O)OCC ethyl 6-(N-(3-(1-(cyclohexylmethyl)-5-methyl-1H-pyrazol-4-yl)-6-(methyl (5-methyl-6-(thiazolo[5,4-b]pyridin-2-ylamino)pyridazin-3-yl)amino)picolinoyl)sulfamoyl)hexanoate